(R)-4-(4-chloro-6-(3-ethylmorpholino)pyridinylamino)-2-methylbenzoic acid ClC1=CC(=NC(=C1)N1[C@@H](COCC1)CC)NC1=CC(=C(C(=O)O)C=C1)C